N~2~-(6-chloro-2-methyl-1,2,3,4-tetrahydroisoquinolin-7-yl)-6-fluoro-7-(8-methyl-2,3-dihydro-1H-pyrido[2,3-b][1,4]oxazin-7-yl)quinazoline-2,5-diamine ClC=1C=C2CCN(CC2=CC1NC1=NC=2C=C(C(=C(C2C=N1)N)F)C1=C(C2=C(OCCN2)N=C1)C)C